ClC1=NC(=C2C(=N1)N(N=C2)[C@H]2[C@@H](C[C@H](O2)COP(=O)(O)CP(O)(O)=O)O)NCC2=C(C=CC=C2)Cl (((((2S,4R,5R)-5-(6-chloro-4-((2-chlorobenzyl)amino)-1H-pyrazolo[3,4-d]pyrimidin-1-yl)-4-hydroxytetrahydrofuran-2-yl)methoxy)(hydroxy)phosphoryl)methyl)phosphonic acid